rac-ethyl (1S*,2S*)-2-(2-chloro-6-methoxypyridin-4-yl)cyclopropane-1-carboxylate ClC1=NC(=CC(=C1)[C@@H]1[C@H](C1)C(=O)OCC)OC |r|